(E)-2-cyano-3-(1-(3-(trifluoromethyl)phenyl)-1H-pyrrolo[2,3-b]pyridin-3-yl)acrylic acid C(#N)/C(/C(=O)O)=C\C1=CN(C2=NC=CC=C21)C2=CC(=CC=C2)C(F)(F)F